C[C@H]1N(CCOC1)C=1C=C(C=2N(N1)C(=NC2)C2=CC=NN2)C2=CN=CN2C (R)-3-methyl-4-(4-(1-methyl-1H-imidazol-5-yl)-7-(1H-pyrazol-5-yl)imidazo[1,5-b]pyridazin-2-yl)morpholine